ClC1=C2C(=NC=C1C1=CC=CC(=N1)N1C(CN(CC1)CCCN1CCN(CC1)C(=O)OC(C)(C)C)=O)NC=C2C2CC2 tert-butyl 4-(3-(4-(6-(4-chloro-3-cyclopropyl-1H-pyrrolo[2,3-b]pyridin-5-yl)pyridin-2-yl)-3-oxopiperazin-1-yl) propyl)piperazine-1-carboxylate